ClC1=C(C=C(C=C1)NC(=O)NCC=1C(=C2CN(C(C2=CC1)=O)C1C(NC(CC1)=O)=O)F)OC 1-(4-chloro-3-methoxyphenyl)-3-((2-(2,6-dioxopiperidin-3-yl)-4-fluoro-1-oxoisoindolin-5-yl)methyl)urea